Tert-butyl 2-(methylthio)piperidine-1-carboxylate CSC1N(CCCC1)C(=O)OC(C)(C)C